CNC(=O)C1CCNCC1 N-methyl-piperidine-4-carboxamide